2-methyl-5,8-dimethoxy-1,4-naphthoquinone CC=1C(C2=C(C=CC(=C2C(C1)=O)OC)OC)=O